P(=O)(OCCCCCCCCCCC(C=C)=O)(O)O acryloyldecyl dihydrogen phosphate